7-(D-α-amino-phenylacetamido)-3-methyl-3-cepheme-4-carboxylic acid N[C@@H](C(=O)NC1[C@@H]2N(C(=C(CS2)C)C(=O)O)C1=O)C1=CC=CC=C1